N=1NN=NC1CC[C@H](CCCC)NC1=NC(=NC(=C1CC1=C(C=CC=C1)OC)C)N (S)-N4-(1-(2H-tetrazol-5-yl)heptan-3-yl)-5-(2-methoxybenzyl)-6-methylpyrimidine-2,4-diamine